1-[1-(2,6-dioxo-3-piperidyl)-4,7-difluoro-3-methyl-2-oxo-benzimidazol-5-yl]piperidine-4-carbaldehyde O=C1NC(CCC1N1C(N(C2=C1C(=CC(=C2F)N2CCC(CC2)C=O)F)C)=O)=O